6-((8-benzyl-8-azabicyclo[3.2.1]octan-3-yl)oxy)-N-(6-chloropyridin-3-yl)isoquinolin-1-amine C(C1=CC=CC=C1)N1C2CC(CC1CC2)OC=2C=C1C=CN=C(C1=CC2)NC=2C=NC(=CC2)Cl